3-(2-fluoroethyl)isoxazole-4-carboxamide FCCC1=NOC=C1C(=O)N